FC(C1=CC=C(C=N1)C1=C(C(=O)OCC)C=C(C=C1F)NC(=O)C1(CC1)C1=C(C=C(C=C1)C(F)(F)F)F)F Ethyl 2-[6-(difluoromethyl) pyridin-3-yl]-3-fluoro-5-[({1-[2-fluoro-4-(trifluoromethyl) phenyl]cyclopropyl}carbonyl) amino]benzoate